5-((5-Chloro-2-(2,2,6,6-tetramethylmorpholino)pyrimidin-4-yl)amino)-3-(3-hydroxy-3-methylbutyl)-1-methyl-1,3-dihydro-2H-benzo[d]imidazol-2-one ClC=1C(=NC(=NC1)N1CC(OC(C1)(C)C)(C)C)NC1=CC2=C(N(C(N2CCC(C)(C)O)=O)C)C=C1